ditetrabutylammonium citraconate C(\C(\C)=C/C(=O)[O-])(=O)[O-].C(CCC)[N+](CCCC)(CCCC)CCCC.C(CCC)[N+](CCCC)(CCCC)CCCC